C1(=CC=CC=C1)C(CC1=NC=CC=C1)N 1-PHENYL-2-PYRIDIN-2-YLETHANAMINE